1,1-bis(4-trichlorosilylphenyl)ethylene Cl[Si](C1=CC=C(C=C1)C(=C)C1=CC=C(C=C1)[Si](Cl)(Cl)Cl)(Cl)Cl